CO[Si](C1=CC=C(C=C1)F)(OC)OC trimethoxy(4-fluorophenyl)silane